NC1=NC=CC=C1C1=NC=2C(=NC=C(C2)C2=CC=CC=C2)N1C1=CC=C(CN2CCN(CC2)C=2C(C(C2OC)=O)=O)C=C1 3-(4-(4-(2-(2-Aminopyridin-3-yl)-6-phenyl-3H-imidazo[4,5-b]pyridin-3-yl)benzyl)piperazin-1-yl)-4-methoxycyclobut-3-ene-1,2-dione